2-[2-chloro-6-[(3R)-3-methylmorpholin-4-yl]Pyrimidin-4-yl]-2-methyl-propionamide ClC1=NC(=CC(=N1)C(C(=O)N)(C)C)N1[C@@H](COCC1)C